tri(hexyl) citrate C(CC(O)(C(=O)OCCCCCC)CC(=O)OCCCCCC)(=O)OCCCCCC